dihydroisoquinoline C1C2=CC=CC=C2C=CN1